COC=C(C(=O)[O-])CCOC methoxy-methoxyethylacrylate